BrC1=CC(=C(CC=2N(C3=C(N2)SC=C3)C[C@@H]3OCC3)C=C1)F (R)-2-(4-Bromo-2-fluorobenzyl)-1-(oxetan-2-ylmethyl)-1H-thieno[2,3-d]imidazole